ClC1=CC=C(C=C1)C1C(N(CS1)C(NC1CCCCC1)=O)=C 5-(4-chlorophenyl)-3-(N-cyclohexyl-carbamoyl)-4-methylenethiazolidine